C1OCC12[C@@H](CC2)N2C1CN(CC2CC1)C=1C=2N(N=CC1)C=C(C2)C=2C=NN(C2)C 4-(8-((R)-2-oxaspiro[3.3]heptan-5-yl)-3,8-diazabicyclo[3.2.1]octan-3-yl)-6-(1-methyl-1H-pyrazol-4-yl)pyrrolo[1,2-b]pyridazine